ClNCC(CCCl)[N+](=O)[O-] 1,5-dichloro-3-nitroazapentane